OC1=C(C=CC(=C1)OC)C(\C=C\C1=CC(=CC=C1)O)=O (E)-1-(2-Hydroxy-4-methoxyphenyl)-3-(3-hydroxyphenyl)prop-2-en-1-one